((6-(difluoromethoxy)-2-(2,2'-dimethyl-3'-(5-((methylamino)methyl)-6-((4-(methylsulfonyl)benzyl)oxy)benzo[d]oxazol-2-yl)-[1,1'-biphenyl]-3-yl)benzo[d]oxazol-5-yl)methyl)-L-proline FC(OC1=CC2=C(N=C(O2)C=2C(=C(C=CC2)C2=C(C(=CC=C2)C=2OC3=C(N2)C=C(C(=C3)OCC3=CC=C(C=C3)S(=O)(=O)C)CNC)C)C)C=C1CN1[C@@H](CCC1)C(=O)O)F